C(C=C)(=O)OCCCCCCCCCCCCCCCCC[Si](Br)(Br)Br acryloxyheptadecyltribromosilane